C(C)(C)(C)OC(=O)N1[C@@H](CCC1)C(C1C(N(CC1)C(=O)OC(C)(C)C)=O)OS(=O)(=O)C tert-butyl 3-(((S)-1-(tert-butoxycarbonyl)pyrrolidin-2-yl)((methylsulfonyl)oxy)methyl)-2-oxopyrrolidine-1-carboxylate